C(#N)C=1C=NN2C1C=C(C=C2)NC(=O)[O-] 3-cyanopyrazolo[1,5-a]pyridine-5-carbamate